3,4-di-n-butyl-thiophene C(CCC)C1=CSC=C1CCCC